ClC=1C=C(C=CC1)C1(NC(C=2N1C(C(=CC2)NC2=NC=NC=C2)=O)=O)C 3-(3-chlorophenyl)-3-methyl-6-(pyrimidin-4-ylamino)-2,3-dihydroimidazo[1,5-a]pyridine-1,5-dione